1-benzyl-N5-((1r,2r)-2-ethylcyclopropyl)-N3-methyl-2-oxo-1,2-dihydropyridine-3,5-dicarboxamide C(C1=CC=CC=C1)N1C(C(=CC(=C1)C(=O)N[C@H]1[C@@H](C1)CC)C(=O)NC)=O